p-hydroxy-benzenehexanone OC1=CC=C(C=C1)CCCCC(C)=O